The molecule is a sterigmatocystin that is the 8-O-methyl derivative of dihydrosterigmatocystin. It has a role as a metabolite. It is a member of sterigmatocystins and a cyclic acetal. It derives from a dihydrosterigmatocystin. COC1=CC=CC2=C1C(=O)C3=C(C=C4C(=C3O2)[C@@H]5CCO[C@@H]5O4)OC